{2-[2-(2-ethyl-hexyloxy)-ethoxy]-ethoxy}-acetic acid C(C)C(COCCOCCOCC(=O)O)CCCC